methyl (S)-2-((7-(difluoromethyl)-2-(5-fluoro-2-methyl-4-(methylcarbamoyl)phenyl)imidazo[1,2-a]pyridin-3-yl)methyl)morpholine-4-carboxylate FC(C1=CC=2N(C=C1)C(=C(N2)C2=C(C=C(C(=C2)F)C(NC)=O)C)C[C@H]2CN(CCO2)C(=O)OC)F